potassium carboxymethyl-rhamnose C(=O)(O)CC(=O)[C@H](O)[C@H](O)[C@@H](O)[C@@H](O)C.[K]